[4-(hydroxymethyl)cyclohexyl]-5-(pyridine-2-carbonylamino)indazole-6-carboxylic acid methyl ester COC(=O)C1=C(C=C2C(=NNC2=C1)C1CCC(CC1)CO)NC(=O)C1=NC=CC=C1